C1=2NC3=NN=NC=C3CCC2C=CC=C1 tetrazatricyclo[9.4.0.03,8]pentadeca-1(11),3,5,7,12,14-hexaen